4-[5-(2-aminoethyl)pyrimidin-2-yl]-3-[2-methyl-6-(2-oxoazetidin-1-yl)pyrimidin-4-yl]oxybenzonitrile NCCC=1C=NC(=NC1)C1=C(C=C(C#N)C=C1)OC1=NC(=NC(=C1)N1C(CC1)=O)C